magnesium phosphate P(=O)([O-])([O-])[O-].[Mg+2].P(=O)([O-])([O-])[O-].[Mg+2].[Mg+2]